FC1=C(C(=CC=C1)F)N1N=CC(=N1)C(=O)N=C=O 2-(2,6-difluorophenyl)-2H-1,2,3-triazole-4-carbonyl isocyanate